C(C)(=O)[O-].N12CCCCCC2(NCCC1)[NH3+] 1,8-diazabicyclo(5.4.0)undec-7-ylammonium acetate